N-(3,4-dichloro-1H-indol-7-yl)-4-((2-phenyl-1,4,6,7-tetrahydro-5H-imidazo[4,5-c]pyridin-5-yl)sulfonyl)benzenesulfonamide ClC1=CNC2=C(C=CC(=C12)Cl)NS(=O)(=O)C1=CC=C(C=C1)S(=O)(=O)N1CC2=C(CC1)NC(=N2)C2=CC=CC=C2